CC12N(C3CC(CC(C1)C3)C2)N=NN2C3(CC1CC(CC2C1)C3)C 1,2-bis(1-methyl-2-azaadamantan-2-yl)diazene